benzyl (2S,3R)-3-[(2-amino-1,3-thiazol-5-yl)methyl]-1-[tert-butyl(dimethyl)silyl]-4-oxoazetidine-2-carboxylate NC=1SC(=CN1)C[C@@H]1[C@H](N(C1=O)[Si](C)(C)C(C)(C)C)C(=O)OCC1=CC=CC=C1